BrC=1C=C(C(=NC1)OC(F)(F)F)NS(=O)(=O)C1=C(C=C(C=C1)F)F N-(5-bromo-2-(trifluoromethoxy)pyridin-3-yl)-2,4-difluorobenzenesulfonamide